(1s,3s)-3-(3-(trifluoromethyl)pyrazin-2-yl)cyclobutan-1-ol FC(C=1C(=NC=CN1)C1CC(C1)O)(F)F